1-methyl-3-methylimidazole CN1CN(C=C1)C